FC(C1=NN=C2N1N=CCC2)(F)F 3-(trifluoromethyl)-7,8-dihydro-[1,2,4]Triazolo[4,3-b]Pyridazine